6-(10-phenylanthracen-9-yl)-5,9-dioxa-13b-boranaphtho[3,2,1-de]anthracene C1(=CC=CC=C1)C1=C2C=CC=CC2=C(C2=CC=CC=C12)C1=CC=C2OC=3C=CC=CC3B3C2=C1OC=1C=CC=CC13